benzyl N-(3-[3-[(4-methyl-1H-pyrazol-3-yl)methyl]oxetan-3-yl]phenyl)carbamate CC=1C(=NNC1)CC1(COC1)C=1C=C(C=CC1)NC(OCC1=CC=CC=C1)=O